C(C=C)(=O)OCCN1C(N(C(N(C1=O)CC1OC1)=O)CC1OC1)=O 2-propenoic acid, 2-[tetrahydro-3,5-bis(2-oxiranylmethyl)-2,4,6-trioxo-1,3,5-triazin-1(2H)-yl]ethyl ester